FC1=CC=C(C=C1)N1N=CC2=CC(=C(C=C12)C)N1CC2(CC1)CCN(CC2)S(=O)(=O)C 2-(1-(4-fluorophenyl)-6-methyl-1H-indazole-5-yl)-8-(methylsulfonyl)-2,8-diazaspiro[4.5]decane